ethyl 6-bromo-4-hydroxy-1-(2-morpholinoethyl)-2-oxo-1,8-naphthyridine-3-carboxylate BrC=1C=C2C(=C(C(N(C2=NC1)CCN1CCOCC1)=O)C(=O)OCC)O